tert-butyl 3-(4-((2,4-dimethoxybenzyl)amino)-5-(4,4,5,5-tetramethyl-1,3,2-dioxaborolan-2-yl)-7H-pyrrolo[2,3-d]pyrimidin-7-yl)propanoate COC1=C(CNC=2C3=C(N=CN2)N(C=C3B3OC(C(O3)(C)C)(C)C)CCC(=O)OC(C)(C)C)C=CC(=C1)OC